COC(C1=CC(=CC=C1)COC)=O methyl-3-(methoxymethyl)benzoate